2-hydroxy-N,N,N-trimethylethylammonium 8-(2-hydroxybenzoylamino)octanoate methyl-4-(1-(O-((2-oxabicyclo[2.2.2]octan-4-yl)methyl)-L-threonyl)piperidin-4-yl)-2-hydroxybenzoate COC(C1=C(C=C(C=C1)C1CCN(CC1)C([C@@H](N)[C@H](OCC12COC(CC1)CC2)C)=O)O)=O.OC2=C(C(=O)NCCCCCCCC(=O)[O-])C=CC=C2.OCC[N+](C)(C)C